C=12C=3C=NC=C(CCC(NCCCOC=4C=CC(NN1)=C2C4)=O)C3 14-oxa-4,10,19,20-tetraazatetracyclo[13.5.2.12,6.018,21]tricosa-1(20),2(23),3,5,15(22),16,18(21)-heptaen-9-one